[Br-].[S-]C#N Thiocyanat Bromid